methyl 2-((1-(4-(difluoromethoxy) phenyl) ethyl) amino)-3-hydroxypropionate FC(OC1=CC=C(C=C1)C(C)NC(C(=O)OC)CO)F